ClC1=C(C(N(C=2C=CC(=NC12)C#N)C)=O)C#N 8-chloro-5-methyl-6-oxo-5,6-dihydro-1,5-naphthyridine-2,7-dicarbonitrile